C(C=C)(=O)N1[C@H]([C@H](CCC1)NS(=O)(=O)C)COC1CCC(CC1)C1=C(C=CC=C1)OCCC=C N-((2R,3S)-1-acryloyl-2-((((1s,4S)-4-(2-(but-3-en-1-yloxy)phenyl)cyclohexyl)oxy)-methyl)piperidin-3-yl)methanesulfonamide